1-(2-fluorophenyl)-4-(methylsulfonylamino)-N-[(1R)-1-[3-nitro-5-(trifluoromethyl)phenyl]ethyl]-6-oxo-pyridazine-3-carboxamide FC1=C(C=CC=C1)N1N=C(C(=CC1=O)NS(=O)(=O)C)C(=O)N[C@H](C)C1=CC(=CC(=C1)C(F)(F)F)[N+](=O)[O-]